ClC1=CC(=NC(=C1)N1[C@H](COCC1)C)NC1=CC(=C(C(=O)O)C=C1)C (S)-4-(4-chloro-6-(3-methylmorpholino)pyridinylamino)-2-methylbenzoic acid